C1(=CC=C(C=C1)N(C=1C=C(C=C(C1)N(C1=CC=2C3=CC=CC=C3C3=CC=CC=C3C2C=C1)C1=CC=CC=C1)C1=CC=CC=C1)C1=CC=C(C=C1)C1=CC=CC=C1)C1=CC=CC=C1 N3,N3-bis([1,1'-biphenyl]-4-yl)-N5-phenyl-N5-(triphenylen-2-yl)-[1,1'-biphenyl]-3,5-diamine